[Cl-].[NH4+].[Cl-].C[Cd](C)C.[NH4+] trimethyl-cadmium chloride ammonium chloride